C1(=CC(=CC=C1)[C@H](CC(=O)O)NC(=O)NC=1C(N(C=C(C1O)C)C)=O)C1=CC=CC=C1 (S)-3-(biphenyl-3-yl)-3-(3-(4-hydroxy-1,5-dimethyl-2-oxo-1,2-dihydropyridin-3-yl)ureido)propanoic acid